The molecule is a tetracyclic triterpenoid that is 4,4,8-trimethylandrosta-1,14-diene substituted by a oxo groups at positions 3 and 16, a hydroxy group at position 7 and a furan-3-yl group at position 17. It has been isolated from Azadirachta indica. It has a role as a plant metabolite. It is a cyclic terpene ketone, a member of furans, a tetracyclic triterpenoid and a limonoid. C[C@@]12CC[C@@H]3[C@]4(C=CC(=O)C([C@@H]4C[C@H]([C@]3(C1=CC(=O)[C@H]2C5=COC=C5)C)O)(C)C)C